2-(tert-butyl) 5,6-dimethyl-isoindoline-2,5,6-tricarboxylate CC1(C=C2CN(CC2=CC1(C(=O)[O-])C)C(=O)OC(C)(C)C)C(=O)[O-]